3-[2-[(5-Methyltetrazol-2-yl)methyl]-4-(trifluoromethyl)phenyl]-1-piperazin-1-ylpropan-1-one CC=1N=NN(N1)CC1=C(C=CC(=C1)C(F)(F)F)CCC(=O)N1CCNCC1